ClC1=C(N=C(NC1=O)C1=CC(=NC=C1)F)N1CCC2(CCCN2)CC1 5-chloro-4-(1,8-diazaspiro[4.5]decan-8-yl)-2-(2-fluoro-4-pyridinyl)-1H-pyrimidin-6-one